NC=1C(=NC(=C(N1)N)Cl)C(=O)NC(NCCCCC1=CC=C(C=C1)C1=CC=C(C=C1)CCC(=O)N[C@@H](C(C)C)C(=O)N[C@@H](CCCCN)C(=O)OC)=N methyl (3-(4'-(4-(3-(3,5-diamino-6-chloropyrazine-2-carbonyl) guanidino)butyl)-[1,1'-biphenyl]-4-yl)propanoyl)-L-valyl-L-lysinate